N1-(5-(1-(2,2-difluoroethyl)-2-methyl-1H-imidazo[4,5-b]pyridin-6-yl)pyrrolo[2,1-f][1,2,4]triazin-2-yl)-N4,N4-dimethylcyclohexane-1,4-diamine FC(CN1C(=NC2=NC=C(C=C21)C=2C=CN1N=C(N=CC12)NC1CCC(CC1)N(C)C)C)F